CC1[C@@](N(CC1)C)(C(=O)O[C@H]1[C@H](COC2=CC(=CC=C12)S(=O)(=O)C)[C@H]1N2C(C3=CC=CC=C13)=CN=C2)COCC2=CC=CC=C2 (3S,4S)-3-((R)-5H-imidazo[5,1-a]isoindol-5-yl)-7-(methylsulfonyl)chroman-4-ol Methyl-(S)-2-((benzyloxy)methyl)-1-methylpyrrolidine-2-carboxylate